4-(3-fluorophenyl)-1-(5-(isopropylsulfanyl)-4-(4-methylcyclohex-1-en-1-yl)thiazol-2-yl)-3-methyl-1H-pyrazole-5-carboxylic acid methyl ester COC(=O)C1=C(C(=NN1C=1SC(=C(N1)C1=CCC(CC1)C)SC(C)C)C)C1=CC(=CC=C1)F